C(C)(C)(C)C(=O)C(C)(C)C di-T-butyl ketone